C(C)(C)(C)OC(=O)N1C(CN(CC1)C(=O)OC(C)(C)C)C(=O)O 1,4-bis(tert-butoxycarbonyl)piperazine-2-carboxylic acid